FC(C=1C(=C(C=CC1)[C@@H](C)NC=1C2=C(N=CN1)N(C(C(=C2)SC2=CC=CC=C2)=O)C)F)F 4-{[(1R)-1-[3-(difluoromethyl)-2-fluorophenyl]ethyl]amino}-8-methyl-6-(phenylsulfanyl)-7H,8H-pyrido[2,3-d]pyrimidin-7-one